1-[4-[[tert-butyl(diphenyl)silyl]oxymethyl]cyclohexoxy]-2-deuterio-propan-2-amine [Si](C1=CC=CC=C1)(C1=CC=CC=C1)(C(C)(C)C)OCC1CCC(CC1)OCC(C)(N)[2H]